C12N(CC(CC1)C2)CC2=CC(=C(C=C2)N2C=NC(=C2)C2=NC(=NC=C2C(F)(F)F)NC2CCN(CC2)S(=O)(=O)C)Cl (1-(4-((2-azabicyclo[2.2.1]hept-2-yl)methyl)-2-chlorophenyl)-1H-imidazol-4-yl)-N-(1-(methylsulfonyl)piperidin-4-yl)-5-(trifluoromethyl)pyrimidin-2-amine